N-(8-chloro-2-(2,6-difluorophenyl)pyrazolo[1,5-a][1,3,5]triazin-4-yl)quinuclidin-4-amine ClC=1C=NN2C1N=C(N=C2NC21CCN(CC2)CC1)C1=C(C=CC=C1F)F